2-aminoethyl-3-aminopropyl-trimethoxysilane hydrochloride Cl.NCCCO[Si](OC)(OC)CCCN